C/C(=C(/C(=O)O)\C)/C(=O)O.N1(CCC1)C=1C=C(C=CC1)[Ge](C)(C)C1=CC(=CC=C1)N1CCC1 bis(3-(azetidin-1-yl)phenyl)dimethylgermane dimethyl-maleate